C1(CC1)C1=CC(=C(C(=C1)F)NN)C(F)F (4-cyclopropyl-2-(difluoromethyl)-6-fluorophenyl)hydrazine